ClC1=CC=C(C=C1)C=1C2(C3=CC=CC=C3C1)CCC1(CC2)OCCO1 2''-(4-chlorophenyl)dispiro[[1,3]dioxolane-2,1'-cyclohexane-4',1''-indene]